N-[5-(2,6-difluoro-4-methoxyphenyl)-1-methyl-3-oxo-2-phenyl-2,3-dihydro-1H-pyrazol-4-yl]-4-(difluoromethoxy)benzamide FC1=C(C(=CC(=C1)OC)F)C1=C(C(N(N1C)C1=CC=CC=C1)=O)NC(C1=CC=C(C=C1)OC(F)F)=O